benzothiazolethiocarboxylic acid S1C(=NC2=C1C=CC=C2)C(O)=S